2-[7-Methoxy-4-[1-(3-nitro-5-trifluoromethyl-phenyl)-ethylamino]-6-(tetrahydro-furan-3-yloxy)-quinazolin-2-ylamino]-ethanol COC1=C(C=C2C(=NC(=NC2=C1)NCCO)NC(C)C1=CC(=CC(=C1)C(F)(F)F)[N+](=O)[O-])OC1COCC1